C(C1=CC=CC=C1)(C1=CC=CC=C1)(C1=CC=CC=C1)[C@@H]1OC1 (2S)-2-(trityl)oxirane